COC(C1=CC(=CC(=C1)[N+](=O)[O-])[N+](=O)[O-])=O 3,5-dinitrobenzoic acid methyl ester